4-[2-(dimethylamino)ethyl-sulfamoyl-amino]-1-methyl-pyrazole CN(CCN(C=1C=NN(C1)C)S(N)(=O)=O)C